Br.COC1=CC=C(C=C1)C1=CN=C(N1)CN 1-[5-(4-methoxyphenyl)-1H-imidazol-2-yl]methylamine hydrogen bromide